N-(5-cyclopropyl-1H-pyrazol-3-yl)-2-[1-(4-methoxypyridin-2-yl)pyrazol-4-yl]acetamide C1(CC1)C1=CC(=NN1)NC(CC=1C=NN(C1)C1=NC=CC(=C1)OC)=O